dihydroisoindole-5-carbaldehyde C1NCC2=CC(=CC=C12)C=O